3-(4-(benzyloxy)-6-methyl-1-oxoisoindolin-2-yl)piperidine-2,6-dione C(C1=CC=CC=C1)OC1=C2CN(C(C2=CC(=C1)C)=O)C1C(NC(CC1)=O)=O